NC1=C(C=C(C=N1)C1=CC=C(C=C1)C(=O)N1C[C@H](CC1)N(C)C)OCC1=C(C=C(C=C1)Cl)Cl {4-[6-amino-5-(2,4-dichloro-benzyloxy)-pyridin-3-yl]-phenyl}-[(3S)-3-dimethylamino-pyrrolidin-1-yl]-methanone